2,2-dimethyl-1-oxa-4-aza-2-silacyclohexan-6-one C[Si]1(OC(CNC1)=O)C